(4,6-dimethylpyrimidin-2-yl)-5-hydroxy-1H-pyrazole-3-carboxylic acid CC1=NC(=NC(=C1)C)N1N=C(C=C1O)C(=O)O